Methyl 2-(6-(tert-butyl)chroman-4-yl)acetate C(C)(C)(C)C=1C=C2C(CCOC2=CC1)CC(=O)OC